Tetrahydro-2H-pyran-4-yl O-acetyl-N-(N-(2-(4-((tert-butoxycarbonyl)amino)piperidin-1-yl)thiazole-4-carbonyl)-O-(tert-butyldimethylsilyl)-L-seryl)-L-serinate C(C)(=O)OC[C@H](NC([C@@H](NC(=O)C=1N=C(SC1)N1CCC(CC1)NC(=O)OC(C)(C)C)CO[Si](C)(C)C(C)(C)C)=O)C(=O)OC1CCOCC1